methyl 2-(4-(2-ethyl-3-((4-(4-fluorophenyl)thiazol-2-yl)(methyl)amino) imidazo[1,2-a]pyridin-6-yl)piperazin-1-ylsulfonyl)acetate C(C)C=1N=C2N(C=C(C=C2)N2CCN(CC2)S(=O)(=O)CC(=O)OC)C1N(C)C=1SC=C(N1)C1=CC=C(C=C1)F